(S)-1-((1-acetylpyrrolidin-3-yl)methyl)-3-(5-chloro-4-(5,5-dimethyl-5,6-dihydro-4H-pyrrolo[1,2-b]pyrazol-3-yl)pyridin-2-yl)urea C(C)(=O)N1C[C@@H](CC1)CNC(=O)NC1=NC=C(C(=C1)C1=C2N(N=C1)CC(C2)(C)C)Cl